C1(=CC=CC=C1)C1=C(NC=2C3=C(CCC12)C=CC=C3)C(=O)O 3-phenyl-4,5-dihydro-1H-benzo[g]indole-2-carboxylic Acid